ClCC(=O)N(CC1=CC(=CC=C1)C(F)(F)F)C(C(=O)NC1CCCCC1)C=1C=NC=CC1 2-chloro-N-(2-(cyclohexylamino)-2-oxo-1-(pyridin-3-yl)ethyl)-N-(3-(trifluoromethyl)benzyl)acetamide